BrC1=C(C=C(C(=C1)C)Cl)F 1-bromo-4-chloro-2-fluoro-5-methyl-benzene